1-(4-Chloro-3-hydroxy-phenyl)-3-[4-(2-dimethylamino-ethoxy)-3-(4-fluoro-2-methyl-2H-pyrazol-3-yl)-phenyl]-urea ClC1=C(C=C(C=C1)NC(=O)NC1=CC(=C(C=C1)OCCN(C)C)C=1N(N=CC1F)C)O